OC[C@@H]1O[C@@H](CN(C1)C=1N=NC(=C2C1N=CC=C2)C2=C(C=C(C=C2)C(F)(F)F)O)C 2-(8-((2r,6r)-2-(hydroxymethyl)-6-methylmorpholino)pyrido[2,3-d]pyridazin-5-yl)-5-(trifluoromethyl)phenol